NC=1C=C2CN(C(C2=CC1)=O)C1C(NC(CC1)=O)=O 3-(5-amino-1-oxo-3H-isoindol-2-yl)piperidine-2,6-dione